5-(8-AMINOIMIDAZO[1,2-A]PYRIDIN-5-YL)-N-(2,4-DIMETHOXYBENZYL)-7-METHYL-7H-PYRROLO[2,3-D]PYRIMIDIN-4-AMINE NC=1C=2N(C(=CC1)C1=CN(C=3N=CN=C(C31)NCC3=C(C=C(C=C3)OC)OC)C)C=CN2